4-(3-((7H-pyrrolo[2,3-d]pyrimidin-4-yl)amino)-4-(4-morpholinopiperidin-1-yl)phenyl)-2-(thiazol-2-yl)but-3-yn-2-ol N1=CN=C(C2=C1NC=C2)NC=2C=C(C=CC2N2CCC(CC2)N2CCOCC2)C#CC(C)(O)C=2SC=CN2